1-Cyano-N-(5-(3-methoxyphenyl)isoxazol-3-yl)-N-methylpyrrolidine-2-carboxamide C(#N)N1C(CCC1)C(=O)N(C)C1=NOC(=C1)C1=CC(=CC=C1)OC